1-(5-((4-(4-((3r,5r,7r)-adamantan-1-yl)benzyl)piperazin-1-yl)methyl)-1-oxoisoindolin-2-yl)dihydropyrimidine-2,4(1H,3H)-dione C12(CC3CC(CC(C1)C3)C2)C2=CC=C(CN3CCN(CC3)CC=3C=C1CN(C(C1=CC3)=O)N3C(NC(CC3)=O)=O)C=C2